C(#N)C(C(N1CCCC1)=O)NC(=O)[C@@H]1[C@H]2C([C@H]2CN1C([C@H](C(C)(C)C)NC(C(F)(F)F)=O)=O)(C)C (1R,2S,5S)-N-[1-cyano-2-oxo-2-pyrrolidin-1-yl-ethyl]-3-[(2S)-3,3-dimethyl-2-[(2,2,2-trifluoroacetyl)amino]butanoyl]-6,6-dimethyl-3-azabicyclo[3.1.0]hexane-2-carboxamide